4-methoxy-3-(N-(3'-methoxy-4-(trifluoromethyl)-[1,1'-biphenyl]-2-yl)sulfamoyl)benzoic Acid COC1=C(C=C(C(=O)O)C=C1)S(NC1=C(C=CC(=C1)C(F)(F)F)C1=CC(=CC=C1)OC)(=O)=O